FC(OC1=CC(=NN1)NC1=CN=CC(=N1)OC1C[C@H]2CCC[C@@H](C1)N2C(=O)OC(C)(C)C)F tert-butyl (1R,3r,5S)-3-((6-((5-(difluoromethoxy)-1H-pyrazol-3-yl)amino)pyrazin-2-yl)oxy)-9-azabicyclo[3.3.1]nonane-9-carboxylate